5-Fluoro-N-(6-ethyl-5-oxo-2-(o-tolylamino)-5,6-dihydro-1,6-naphthyridin-3-yl)benzo[d]isothiazole-3-carboxamide FC=1C=CC2=C(C(=NS2)C(=O)NC=2C(=NC=3C=CN(C(C3C2)=O)CC)NC2=C(C=CC=C2)C)C1